4-(1-(1-Cyclopentylbutyl)-1H-pyrazol-4-yl)-7H-pyrrolo[2,3-d]pyrimidine trifluoroacetate salt FC(C(=O)O)(F)F.C1(CCCC1)C(CCC)N1N=CC(=C1)C=1C2=C(N=CN1)NC=C2